C(C1=CC=CC=C1)OCOCCCC(CC(CC(CC(CC(CC(CCCI)C)C)C)C)C)C 17-iodo-4,6,8,10,12,14-hexamethylheptadecyl benzyloxymethyl ether